C1=CC(=CC=2OC3=CC=CC=C3SC12)C(=O)NCC(=O)N1[C@H]2C[C@]2(C[C@H]1C(=O)OCC1=CC=CC=C1)CC=1SC=CN1 Benzyl (1S,3S,5S)-2-((phenoxathiine-3-carbonyl)glycyl)-5-(thiazol-2-ylmethyl)-2-azabicyclo[3.1.0]hexane-3-carboxylate